2-(1-(adamantan-1-ylmethyl)-5-methyl-1H-pyrazol-4-yl)-7-iodopyrazolo[5,1-b]thiazole-3-carboxylic acid ethyl ester C(C)OC(=O)C=1N2C(SC1C=1C=NN(C1C)CC13CC4CC(CC(C1)C4)C3)=C(C=N2)I